FC1=C(C=CC(=C1)F)C1=CC(=NC=2C3CCC(C12)O3)C#N Racemic-4-(2,4-difluorophenyl)-5,6,7,8-tetrahydro-5,8-epoxyquinoline-2-carbonitrile